FC1=C(C(=C(C=C1C1=NN(C2=C1C=NC(=C2)N2C1(CC1)CNCC2)C)C(F)(F)F)F)O 2,6-Difluoro-3-(1-methyl-6-(4,7-diazaspiro[2.5]octan-4-yl)-1H-pyrazolo[4,3-c]pyridin-3-yl)-5-(trifluoromethyl)phenol